1-[2-[2-Hydroxy-6-methyl-4-(trifluoromethyl)phenyl]-1-methyl-imidazo[4,5-b]pyrazin-5-yl]-4-methyl-piperidin-4-ol OC1=C(C(=CC(=C1)C(F)(F)F)C)C1=NC=2C(=NC=C(N2)N2CCC(CC2)(O)C)N1C